tert-butyl (2-(4-(8,9,10,11-tetrahydro-3H-pyrazolo[4,3-a]phenanthridin-7-yl)benzamido)ethyl)carbamate C1=NNC=2C1=C1C=3CCCCC3C(=NC1=CC2)C2=CC=C(C(=O)NCCNC(OC(C)(C)C)=O)C=C2